(3S)-3-(5-{[(3R,4R)-4-(cyclopropyl-methoxy)-1-{[8-fluoro-2-(oxan-4-yl)quinolin-6-yl]methyl}pyrrolidin-3-yl]oxy}-1-oxo-2,3-dihydro-1H-isoindol-2-yl)piperidine-2,6-dione C1(CC1)CO[C@H]1[C@@H](CN(C1)CC=1C=C2C=CC(=NC2=C(C1)F)C1CCOCC1)OC=1C=C2CN(C(C2=CC1)=O)[C@@H]1C(NC(CC1)=O)=O